[1-(4-chloro-6-methyl-1,3,5-triazin-2-yl)-4-piperidinyl]-[(3S)-3-pyrazin-2-yl-isoxazolidin-2-yl]methanone β-(3,5-di-tert-butyl-4-hydroxyphenyl)octadecylpropionate C(C)(C)(C)C=1C=C(C=C(C1O)C(C)(C)C)C(COC(CC)=O)CCCCCCCCCCCCCCCC.ClC1=NC(=NC(=N1)C)N1CCC(CC1)C(=O)N1OCC[C@H]1C1=NC=CN=C1